(2R,4S)-2-(6-benzyloxy-3-pyridyl)-N-[5-methoxy-6-methyl-3-[3-(trifluoromethyl)bicyclo[1.1.1]pentane-1-carbonyl]pyrazin-2-yl]tetrahydropyran-4-carboxamide C(C1=CC=CC=C1)OC1=CC=C(C=N1)[C@@H]1OCC[C@@H](C1)C(=O)NC1=NC(=C(N=C1C(=O)C12CC(C1)(C2)C(F)(F)F)OC)C